2-(5-{[(1R,2R,3S,5S)-2-fluoro-8-azabicyclo[3.2.1]octan-3-yl](methyl)amino}pyrazin-2-yl)-5-[1-(2-hydroxy-2-methylpropyl)-1H-pyrazol-4-yl]phenol F[C@@H]1[C@H]2CC[C@@H](C[C@@H]1N(C=1N=CC(=NC1)C1=C(C=C(C=C1)C=1C=NN(C1)CC(C)(C)O)O)C)N2